C1(CCCCC(=O)OCCO1)=O monoethylene adipate